tert-butyl (S)-(1-(4-chloro-3-(1H-tetrazol-5-yl)phenyl)-2-hydroxyethyl)carbamate ClC1=C(C=C(C=C1)[C@@H](CO)NC(OC(C)(C)C)=O)C1=NN=NN1